F[C@H]1[C@H](C1)C(=O)NC1=NC=NC(=C1)N1C(=NC=C1)NC=1C=NC(=CC1C)C(CC)=O (1R,2R)-2-fluoro-N-(6-(2-((4-methyl-6-propionylpyridin-3-yl)amino)-1H-imidazol-1-yl)pyrimidin-4-yl)cyclopropane-1-carboxamide